5-(3-cyano-6-(2-hydroxy-2-methylpropoxy)pyrazolo[1,5-a]pyridin-4-yl)pyridin C(#N)C=1C=NN2C1C(=CC(=C2)OCC(C)(C)O)C=2C=CC=NC2